C(C1=CC=CC=C1)N1CC[C@@H](CCC1)C=1C=C2CN(C(C2=CC1)=O)[C@@H]1C(NC(CC1)=O)=O (S)-3-(5-((R)-1-benzylazepan-4-yl)-1-oxoisoindolin-2-yl)piperidine-2,6-dione